CS(=O)(=O)N1CC(C1)C1=CC=C(C=C1)O 4-(1-(methylsulfonyl)azetidin-3-yl)phenol